S-hydroxymethyl-homocysteine OCSCC[C@H](N)C(=O)O